COC=1C=C(C=CC1C1=C(C(=C(C2=CC=CC=C12)N)\N=N\[H])S(=O)(=O)O)C1=CC(=C(C=C1)C1=C(C(=C(C2=CC=CC=C12)N)\N=N\[H])S(=O)(=O)O)OC 1,1'-(3,3'-dimethoxy[1,1'-biphenyl]-4,4'-diyl)bis{4-amino-3-[(E)-diazenyl]naphthalene-2-sulfonic acid}